3,9-Bis(isotridecyloxy)-2,4,8,10-tetraoxa-3,9-diphosphaspiro[5.5]undecane C(CCCCCCCCCC(C)C)OP1OCC2(CO1)COP(OC2)OCCCCCCCCCCC(C)C